C(C)OC1=C(OCC2CO2)C=CC=C1 1-(2-ethoxyphenoxy)-2,3-propylene oxide